(3-aminopropyl)silanetriol NCCC[Si](O)(O)O